C(CCCCCCC)/C(/C(=O)[O-])=C/C(=O)[O-].C(CCCCCCC)/C(/C(=O)[O-])=C/C(=O)[O-].C(CCC)[Sn+4]CCCC di-n-butyl-tin bis(monooctyl maleate)